(2S,3S,4R,5R)-5-(2-(5-cyanopyridin-3-yl)-6-((methyl-d3)amino)-9H-purin-9-yl)-3,4-Dihydroxy-N-(methyl-d3)tetrahydrofuran-2-carboxamide C(#N)C=1C=C(C=NC1)C1=NC(=C2N=CN(C2=N1)[C@H]1[C@@H]([C@@H]([C@H](O1)C(=O)NC([2H])([2H])[2H])O)O)NC([2H])([2H])[2H]